NCC=1C=C(SC1)C1CC(C1=O)C=1SC=C(C1)CN 2,4-bis(4-(aminomethyl)thiophen-2-yl)-3-oxocyclobutane